ClCC1=CC2=C(OCC(N2C)=O)C=C1 6-(chloromethyl)-4-methyl-2H-benzo[b][1,4]oxazin-3(4H)-one